FC(C1=C(C=NN1C1=CC=CC=C1)C(=O)NN)(F)F 2-(5-trifluoromethyl-1-phenyl-1H-pyrazole-4-carbonyl)hydrazine